Cl(=O)(=O)O.N=O Nitroxyl chlorate